NC(C=1C=C(NC1)C(=O)NC(C(=O)O)\C=C\C(C)(C)C)C1=NC=CC=C1 (E)-2-{4-[amino(2-pyridinyl)methyl]-2-pyrrolylcarbonylamino}-5,5-dimethyl-3-hexenoic acid